C(C)(C)(C)OC(=O)N1CC(C1)C1=CC(=C(CN2CCC(CC2)C(=O)OC)C(=C1)CC)CC methyl 1-(4-(1-(tert-butoxycarbonyl) azetidin-3-yl)-2,6-diethylbenzyl)-piperidine-4-carboxylate